2-mesitylfuran C1(=C(C(=CC(=C1)C)C)C=1OC=CC1)C